tert-butyl (3S,4R)-3-{[(3,5-dichlorophenyl)carbamoyl]amino}-4-(4-fluorophenyl)pyrrolidine-1-carboxylate ClC=1C=C(C=C(C1)Cl)NC(=O)N[C@@H]1CN(C[C@H]1C1=CC=C(C=C1)F)C(=O)OC(C)(C)C